[3-[4-(2-isopropoxy-ethoxymethyl)phenoxy]allyl]isopropylamine C(C)(C)OCCOCC1=CC=C(OC=CCNC(C)C)C=C1